methyl 2-(5-bromo-1H-pyrrolo[2,3-b]pyridin-3-yl)-2-oxoacetate BrC=1C=C2C(=NC1)NC=C2C(C(=O)OC)=O